C[C@@H]1C=C(C(=O)[C@]2([C@H]1C[C@@H]3[C@@]4([C@@H]2C(=O)C(=C([C@@H]4CC(=O)O3)C)OC)C)C)OC 2,12-dimethoxypicrasa-2,12-diene-1,11,16-trione